2-[[2,3-difluoro-4-[5-(trifluoromethyl)-1,2,4-oxadiazol-3-yl]phenyl]methyl]isoxazolin-3-one FC1=C(C=CC(=C1F)C1=NOC(=N1)C(F)(F)F)CN1OCCC1=O